(±)-3-((6-(5-(((6-(tert-Butyl)pyrimidin-4-yl)oxy)methyl)-1-methyl-1H-1,2,3-triazol-4-yl)-2-methylpyridin-3-yl)oxy)cycloheptan C(C)(C)(C)C1=CC(=NC=N1)OCC1=C(N=NN1C)C1=CC=C(C(=N1)C)OC1CCCCCC1